NCCC(=O)NC=1C=C(C(=O)N[C@H](C(N2CC=CCC2C=2C=NC=CC2)=O)CC2=CC=CC=C2)C=CC1 3-(3-aminopropanamido)-N-((2S)-1-oxo-3-phenyl-1-(6-(pyridin-3-yl)-5,6-dihydropyridin-1(2H)-yl)propan-2-yl)benzamide